5-ethoxy-1-methyl-2-{methyl[phenyl(pyridin-2-yl)methyl]amino}-6-oxopyrimidine-4-carboxylic acid C(C)OC1=C(N=C(N(C1=O)C)N(C(C1=NC=CC=C1)C1=CC=CC=C1)C)C(=O)O